acetyl-D-arabinopyranose C(C)(=O)C1(O)[C@@H](O)[C@H](O)[C@H](O)CO1